C(C)OC1=C(C=C(C(=C1)OCC)OCC)CC(C)N 1-(2,4,5-triethoxyphenyl)propan-2-amine